tert-butyl-(3R)-3-[7-chloro-3-(2-fluoro-6-methyl-phenyl)-2-oxo-4H-pyrido[4,3-d]pyrimidin-1-yl]piperidine-1-carboxylate C(C)(C)(C)OC(=O)N1C[C@@H](CCC1)N1C(N(CC2=C1C=C(N=C2)Cl)C2=C(C=CC=C2C)F)=O